trans-tert-Butyl 3-Formyl-4-(4-methoxyphenyl)piperidine-1-carboxylate C(=O)[C@@H]1CN(CC[C@H]1C1=CC=C(C=C1)OC)C(=O)OC(C)(C)C